4-[(3S)-2-(Piperidine-4-carbonyl)isoxazolidin-3-yl]thiophene-2-carbonitrile trifluoroacetic acid salt FC(C(=O)O)(F)F.N1CCC(CC1)C(=O)N1OCC[C@H]1C=1C=C(SC1)C#N